(E)-N-((1,2,3,5,6,7-Hexahydro-s-indacen-4-yl)carbamoyl)-3-(piperidin-2-yl)prop-1-en-1-sulfonamid C1CCC2=C(C=3CCCC3C=C12)NC(=O)NS(=O)(=O)\C=C\CC1NCCCC1